C(C)(C)(C)OC(=O)N1C[C@@H](CC1)NC1=NC(=C(C(=O)OC)C(=C1)C)C methyl (R)-6-((1-(tert-butoxycarbonyl)pyrrolidin-3-yl)amino)-2,4-dimethylnicotinate